tert-butyl 4-(3-bromopropyl)piperazine-1-carboxylate BrCCCN1CCN(CC1)C(=O)OC(C)(C)C